FC1=NC=CC(=C1F)C1CCN(CC1)CC=1C=C2C(N(C(C2=CC1)=O)N1C(NC(CC1)=O)=O)=O 5-((4-(2,3-difluoropyridin-4-yl)piperidin-1-yl)methyl)-2-(2,4-dioxotetrahydropyrimidin-1(2H)-yl)isoindoline-1,3-dione